(S)-2-((4-((2-hydroxy-1-phenylethyl)amino)-5-(5-methyl-1,3,4-oxadiazol-2-yl)pyridin-2-yl)amino)-7,7-dimethyl-6,7-dihydro-5H-pyrrolo[3,4-d]pyrimidin-5-one OC[C@H](C1=CC=CC=C1)NC1=CC(=NC=C1C=1OC(=NN1)C)NC=1N=CC2=C(N1)C(NC2=O)(C)C